ClC1(C(CC2=CC=C(C=C12)C)C)OC chloro-1-methoxy-2,6-dimethylindane